Trans-2-((4-(4-(4-chlorophenyl)-4H-1,2,4-triazol-3-yl)cyclohexyl)oxy)pyridine ClC1=CC=C(C=C1)N1C(=NN=C1)[C@@H]1CC[C@H](CC1)OC1=NC=CC=C1